2,2,4-trimethyl-3-oxopentanal CC(C=O)(C(C(C)C)=O)C